C(=C)(C)C1=CC(=C(NCC(=O)OC)C=C1)[N+](=O)[O-] methyl 2-(4-isopropenyl-2-nitro-anilino)acetate